C(C)N1CCC(CC1)C1=C(C=C(C=C1)C(=O)N1CCC(CC1)C1=CC=C(C=C1)OC=1N=NC(=CC1)C(F)(F)F)NS(=O)(=O)CC1=CC=CC=C1 N-(2-(1-ethylpiperidin-4-yl)-5-(4-(4-((6-(trifluoromethyl)pyridazin-3-yl)oxy)phenyl)-piperidine-1-carbonyl)phenyl)-1-phenylmethanesulfonamide